1-(5-(6-methoxypyridin-3-yl)-4,5-dihydro-1H-pyrazol-1-yl)-2,2-dimethylpropan-1-one COC1=CC=C(C=N1)C1CC=NN1C(C(C)(C)C)=O